BrCC(=O)N1CCC(CC1)C1=CC2=C(N(C(N2C)=O)C2C(NC(CC2)=O)=O)C=C1 3-(5-(1-(2-bromoacetyl)piperidin-4-yl)-3-methyl-2-oxo-2,3-dihydro-1H-benzo[d]imidazol-1-yl)piperidine-2,6-dione